o-aminoterephthalic acid methyl ester COC(C1=C(C=C(C(=O)O)C=C1)N)=O